1,1,1,3,3,3-Hexafluoropropan-2-yl (±)-1-((6-(dimethylphosphoryl)pyridin-3-yl)carbamoyl)-6-azaspiro[2.5]octane-6-carboxylate CP(=O)(C)C1=CC=C(C=N1)NC(=O)[C@@H]1CC12CCN(CC2)C(=O)OC(C(F)(F)F)C(F)(F)F |r|